NC=1N=C(SC1C(C1=CC=C(C=C1)O)=O)N(C1=CC(=C(C=C1)F)F)[C@H](C(=O)N)C (S)-2-(N-[4-amino-5-(4-hydroxybenzoyl)thiazol-2-yl]-3,4-difluoro-anilino)propionamide